methyl 5-(4-((tert-butoxycarbonyl)amino)pyridin-2-yl)quinoline-2-carboxylate C(C)(C)(C)OC(=O)NC1=CC(=NC=C1)C1=C2C=CC(=NC2=CC=C1)C(=O)OC